CC1(CN(C[C@H]1C=CC1=CC=C(C=C1)C(F)(F)F)C(C=C)=O)C |o1:5| (S*)-1-(3,3-dimethyl-4-(4-(trifluoromethyl)styryl)pyrrolidin-1-yl)prop-2-en-1-one